C(C)SC=1OC2=C(C(C1)=O)C=C(C=C2[C@@H](C)N[S@](=O)C(C)(C)C)C (R)-N-[(1R)-1-(2-ethylsulfanyl-6-methyl-4-oxo-benzopyran-8-yl)ethyl]-2-methyl-propane-2-sulfinamide